5-(8-methoxy-2-methyl-[1,2,4]triazolo[1,5-a]pyrazin-6-yl)-2-{3-[(3S)-3-(prop-2-yl)piperazin-1-yl]-1,2,4-triazin-6-yl}phenol dihydrochloride Cl.Cl.COC=1C=2N(C=C(N1)C=1C=CC(=C(C1)O)C1=CN=C(N=N1)N1C[C@@H](NCC1)C(C)C)N=C(N2)C